2,2,3-trifluoropropionitrile FC(C#N)(CF)F